ClC1=C(C=CC(=C1)Cl)C1=C(C2=C(SCC1)C=C(C=C2)O)C2=CC=C(C=C2)CC2CN(CC2)CCCF 4-(2,4-Dichlorophenyl)-5-(4-((1-(3-fluoropropyl)pyrrolidin-3-yl)methyl)phenyl)-2,3-dihydrobenzo[b]thiepin-8-ol